8-methyl-2-quinolineacetamide CC=1C=CC=C2C=CC(=NC12)CC(=O)N